ClC1=CC(=NC=C1[N+](=O)[O-])OCCN(C)C 2-((4-chloro-5-nitropyridin-2-yl)oxy)-N,N-dimethylethylamine